[(2-trimethylsilylmethylallyl)cyclopentadienyl](2,3,4,5-tetramethylcyclopentadienyl)lithium C[Si](C)(C)CC(CC1(C=CC=C1)C1(C(=C(C(=C1C)C)C)C)[Li])=C